NC1=NC=C(C#N)C(=C1)N[C@H]1[C@@H](CCC1)OC 6-amino-4-(trans-(2-methoxycyclopentyl)amino)nicotinonitrile